((S)-1-((S)-1-oxaspiro[3.3]heptan-3-yl)pyrrolidin-3-yl)-4-(5-(5-fluoro-2-methoxypyridin-4-yl)-1H-pyrazole-3-carbonyl)-4-azaspiro[2.5]octane-7-carboxamide O1C[C@@H](C12CCC2)N2C[C@@H](CC2)C2CC21N(CCC(C1)C(=O)N)C(=O)C1=NNC(=C1)C1=CC(=NC=C1F)OC